O=CC=CC=1C=NC=CC1 oxo-3-(3-pyridinyl)-2-propen